C(C1=CC=CC=C1)OC1=CC=C(C=C1)C[C@@H]([C@@H](CN(C(OCC1=CC=CC=C1)=O)CC(CC)CC)O)NC(=O)O[C@H]1CO[C@H]2OCC[C@H]21 benzyl ((2R,3S)-4-(4-(benzyloxy)phenyl)-3-(((((3R,3aS,6aR)-hexahydrofuro[2,3-b]furan-3-yl) oxy)carbonyl)amino)-2-hydroxybutyl)(2-ethylbutyl)carbamate